1-cyclopentyl-3-{2-methanesulfonyl-5-[2-(triisopropylsilyl)ethynyl]pyrido[2,3-d]pyrimidin-7-yl}urea C1(CCCC1)NC(=O)NC=1C=C(C2=C(N=C(N=C2)S(=O)(=O)C)N1)C#C[Si](C(C)C)(C(C)C)C(C)C